tert-butyl 2-(3-hydroxybut-1-ynyl)-7-azaspiro[3.5]nonane-7-carboxylate OC(C#CC1CC2(C1)CCN(CC2)C(=O)OC(C)(C)C)C